CC1=NC(=CC=C1NC(=O)C1CCCCC1)C1=C(C(=NO1)C)NC(=O)O[C@@H](C)C1=C(C=CC=C1)C (1S,2S)-2-((2-Methyl-6-(3-methyl-4-((((R)-1-(o-tolyl)ethoxy)carbonyl)amino)isoxazol-5-yl)pyridin-3-yl)carbamoyl)cyclohexan